meta-carboxy-para-methylanisole C(=O)(O)C=1C=C(C=CC1C)OC